O(C1=CC=CC=C1)CCCC1(CCOCC1)C(=O)N[C@@H](C)C1=CC=C(C(=O)O)C=C1 4-[(1S)-1-[[4-(3-phenoxypropyl)tetrahydropyran-4-carbonyl]amino]ethyl]benzoic acid